Cl.N[C@@H](CCC(=O)OC(C)(C)C)C(=O)OC(C)(C)C di-tertbutyl L-glutamate hydrochloride salt